(2-fluoro-5-(trifluoromethyl)benzoyl)-D-valine FC1=C(C(=O)N[C@H](C(C)C)C(=O)O)C=C(C=C1)C(F)(F)F